(1S,3S)-N1-(5-(2-Methoxyphenyl)pyridin-2-yl)cyclopentane-1,3-diamine COC1=C(C=CC=C1)C=1C=CC(=NC1)N[C@@H]1C[C@H](CC1)N